(S)-4-(2-fluorophenyl)-5-methyl-N-(5-methyl-7-(methylsulfonyl)-4-oxo-2,3,4,5-tetrahydrobenzo[b][1,4]oxazepin-3-yl)pyrimidine-2-carboxamide FC1=C(C=CC=C1)C1=NC(=NC=C1C)C(=O)N[C@@H]1C(N(C2=C(OC1)C=CC(=C2)S(=O)(=O)C)C)=O